ClC=1C=CC(=C(C1)S(=O)(=O)NC1=C(C=C(C=C1)C1=NC(=C2C(=N1)NN=C2C)NCCN(C)CCO)F)F 5-chloro-2-fluoro-N-{2-fluoro-4-[4-({2-[(2-hydroxyethyl)(methyl)amino]ethyl}amino)-3-methyl-1H-pyrazolo[3,4-d]pyrimidin-6-yl]phenyl}benzenesulfonamide